3-[3-(1,3-Dioxoisoindol-2-yl)propoxy]-1,4-dimethyl-5,7-dihydrocyclopenta[c]pyridine-6,6-dicarboxylic acid dimethyl ester COC(=O)C1(CC2=C(C(=NC(=C2C)OCCCN2C(C3=CC=CC=C3C2=O)=O)C)C1)C(=O)OC